N-((5-(2-(1-methyl-1H-pyrazolo[3,4-d]pyrimidin-4-ylthio)acetyl)-1,3,4-thiadiazol-2-yl)methyl)pivalamide CN1N=CC=2C1=NC=NC2SCC(=O)C2=NN=C(S2)CNC(C(C)(C)C)=O